COC1=CC=C(CC2OC3=C(NC2C3)OS(=O)(=O)C(F)(F)F)C=C1 (4-methoxybenzyl)-2-oxa-5-azabicyclo[2.2.1]hept-1(6)-en-6-yl-triflic acid